bis(4-ferrocenyl-2-methyl-1H-inden-1-yl)dimethylsilane [C-]1(C=CC=C1)C1=C2C=C(C(C2=CC=C1)[Si](C)(C)C1C(=CC2=C(C=CC=C12)[C-]1C=CC=C1)C)C.[CH-]1C=CC=C1.[Fe+2].[CH-]1C=CC=C1.[Fe+2]